(S)-3-(6'-oxo-6',8'-dihydro-2'H-spiro[piperidine-4,3'-[1,4]oxazino[2,3-f]isoindol]-7'(4'H)-yl)piperidine-2,6-dione O=C1N(CC=2C=C3C(=CC12)NC1(CO3)CCNCC1)[C@@H]1C(NC(CC1)=O)=O